(R)-(2-(4-(4,4,5,5-tetramethyl-1,3,2-dioxaborolan-2-yl)phenyl)propaneYl)carbamic acid tert-butyl ester C(C)(C)(C)OC(NC[C@H](C)C1=CC=C(C=C1)B1OC(C(O1)(C)C)(C)C)=O